CC1=C(C(=NC=C1)C(F)(F)F)CSC=1NC(C2=C(N1)CSC2)=O 2-({[4-methyl-2-(trifluoromethyl)pyridine-3-yl]methyl}sulfanyl)-3H,5H,7H-thieno[3,4-d]pyrimidin-4-one